N1N=NN=C1CNC(C1=CC=C(C=C1)C1=NC2=CC=C3C(=C2C=2CCCCC12)C=NN3)=O N-((1H-tetrazol-5-yl)methyl)-4-(8,9,10,11-tetrahydro-3H-pyrazolo[4,3-a]phenanthridin-7-yl)benzamide